[6-(azetidin-3-yl)pyridazin-3-yl]-5-{2,8-dimethylimidazo[1,2-b]pyridazin-6-yl}phenol N1CC(C1)C1=CC=C(N=N1)C1=C(C=C(C=C1)C=1C=C(C=2N(N1)C=C(N2)C)C)O